FC(C(=O)N1CC(C1)N1N=C(C=2C1=NC(=CC2)F)C2=CC=C(C=C2)C(F)(F)F)=C 2-fluoro-1-(3-(6-fluoro-3-(4-(trifluoromethyl)phenyl)-1H-pyrazolo[3,4-b]pyridin-1-yl)-azetidin-1-yl)prop-2-en-1-one